N-(4-trifluoromethylphenyl)pyrazinamide methyl-6-chloro-1-(2-(methylamino)-2-oxoethyl)-1H-pyrrolo[2,3-b]pyridine-4-carboxylate COC(=O)C=1C2=C(N=C(C1)Cl)N(C=C2)CC(=O)NC.FC(C2=CC=C(C=C2)NC(=O)C2=NC=CN=C2)(F)F